C(CCCC\C=C/CCCCCCCCCCC)O (6Z)-6-octadecene-1-ol